2-methyl-9,10-bis(2-phenoxyethoxy)anthracene tert-butyl-4-bromo-3,6-dihydro-2H-pyridine-1-carboxylate C(C)(C)(C)OC(=O)N1CCC(=CC1)Br.CC1=CC2=C(C3=CC=CC=C3C(=C2C=C1)OCCOC1=CC=CC=C1)OCCOC1=CC=CC=C1